N-(4-Acetamidophenyl)-4-hydroxy-3-{2-[4-(trifluoromethoxy)phenyl]-6-oxa-2,9-diazaspiro[4.5]decan-9-yl}butanamide C(C)(=O)NC1=CC=C(C=C1)NC(CC(CO)N1CCOC2(CCN(C2)C2=CC=C(C=C2)OC(F)(F)F)C1)=O